C(C)(C)(C)P(O)(O)=O P-tert-butylphosphonic acid